1,7-bisacridylheptane C1(=CC=CC2=NC3=CC=CC=C3C=C12)CCCCCCCC1=CC=CC2=NC3=CC=CC=C3C=C12